N-[2-amino-5-(4-fluorophenyl)phenyl]-4-[(5-methyl-2-pyridyl)sulfonyl]benzoyl-amide NC1=C(C=C(C=C1)C1=CC=C(C=C1)F)[N-]C(C1=CC=C(C=C1)S(=O)(=O)C1=NC=C(C=C1)C)=O